NC1=NC=2C=CC(=CC2C2=C1COC2)C(=O)N(CC=2C=NC(=CC2)C(F)(F)F)CC 4-amino-N-ethyl-N-((6-(trifluoromethyl)-3-pyridinyl)methyl)-1,3-dihydrofuro[3,4-c]quinoline-8-carboxamide